(2,6-Dichloropyridin-4-yl)methyl (3-amino-3-oxopropyl)glycinate hydrochloride Cl.NC(CCNCC(=O)OCC1=CC(=NC(=C1)Cl)Cl)=O